ClC1=CC=C2C=COC3(NCC4=CC=CC=C34)C2=C1 7-chlorospiro(isochromene-1,1'-isoindoline)